3-methacryloxypropyl-tris(butoxyethoxy)silane C(C(=C)C)(=O)OCCC[Si](OCCOCCCC)(OCCOCCCC)OCCOCCCC